N-({6-methoxyimidazo[1,2-a]pyridin-2-yl}methyl)-4-oxo-4H-pyrido[1,2-a]pyrimidine-2-carboxamide COC=1C=CC=2N(C1)C=C(N2)CNC(=O)C=2N=C1N(C(C2)=O)C=CC=C1